[Cl-].[Cl-].C1(=CC=CC2=CC=CC=C12)C(=[Zr+2](C1=C(C(=CC=2C3=CC(=C(C=C3CC12)C1=CC=CC=C1)C(C)(C)C)C(C)(C)C)C1=CC=CC=C1)C1C=CC=C1)C1=CC=CC2=CC=CC=C12 di(1-naphthyl)methylene(cyclopentadienyl)(2,7-diphenyl-3,6-ditert-butylfluorenyl)zirconium dichloride